3,4-dihydroxy-N-(1-methylpiperidin-4-yl)-N-(pent-4-yn-1-yl)tetrahydrofuran-2-carboxamide OC1C(OCC1O)C(=O)N(CCCC#C)C1CCN(CC1)C